C(C)(C)(C)OC(=O)N[C@H](C(=O)N1N[C@@H](CCC1)C(=O)O)CC=1SC=C(N1)C=1C=C2C(=C(NC2=CC1)I)CC(CO)(C)C (3S)-1-[(2S)-2-[(tert-butoxycarbonyl)amino]-3-[4-[3-(3-hydroxy-2,2-dimethylpropyl)-2-iodo-1H-indol-5-yl]-1,3-thiazol-2-yl]propanoyl]-1,2-diazinane-3-carboxylic acid